ClC=1C=C(C=C(C1)Cl)NC1=NC2=CC=CC=C2C(=N1)NC1=C(C=C(C=C1)F)F N2-(3,5-dichlorophenyl)-N4-(2,4-difluorophenyl)quinazoline-2,4-diamine